ClC1=CC=C(C=C1)C=1N=C(OC1)[C@@H]1CC[C@H](CC1)C(=O)NC1=NC2=CC=C(C=C2C=C1)Cl trans-4-(4-(4-chlorophenyl)oxazol-2-yl)-N-(6-chloroquinolin-2-yl)cyclohexanecarboxamide